C1=CC=CC=2C3=CC=CC=C3N(C12)C1=CC=C(O1)C=O 5-(9H-carbazole-9-yl)furan-2-formaldehyde